BrC=1C=C(C(=NC1OCC(C)OCCC)C)N=CN(C)CC N'-[5-bromo-2-methyl-6-(2-propoxypropoxy)-3-pyridinyl]-N-ethyl-N-methyl-formamidine